(2R,3S,4S,5R)-N-(2-cyanopyridin-4-yl)-3-(3,4-difluoro-2-methoxyphenyl)-4,5-dimethyl-5-(trifluoromethyl)tetrahydrofuran-2-carboxamide C(#N)C1=NC=CC(=C1)NC(=O)[C@@H]1O[C@]([C@H]([C@H]1C1=C(C(=C(C=C1)F)F)OC)C)(C(F)(F)F)C